1-[5-(2-fluorophenyl)-1-(pyridin-3-ylsulfonyl)-1H-pyrrol-3-yl]-N-methyl-methylamine FC1=C(C=CC=C1)C1=CC(=CN1S(=O)(=O)C=1C=NC=CC1)CNC